BrC1=NC=C(C=C1Br)F 2,3-Dibromo-5-fluoropyridine